C1=C(C=CC2=CC=CC=C12)C[C@@H](N)C(=O)[O-] 3-(naphthalen-2-yl)-D-alaninate